C1(CC1)C=1SC(=CN1)C1=CC(=NC=C1)NC[C@@H]1CC[C@H](CC1)C1=CC(=C(C=C1)OC)C 4-(2-Cyclopropylthiazol-5-yl)-N-((trans-4-(4-methoxy-3-methylphenyl)cyclohexyl)methyl)pyridin-2-amine